COCCOC(CBr)=O bromoacetic acid-2-methoxyethyl ester